2,5-diethyl-1H-pyrrole C(C)C=1NC(=CC1)CC